[C@H]12CC(C[C@H](CC1)N2)N(C(C2=CC(=C(C=C2)C2C(C2)C2=NC(=NC1=CC=CC=C21)C)Cl)=O)C N-((1R,3s,5S)-8-azabicyclo[3.2.1]oct-3-yl)-3-chloro-N-methyl-4-(2-(2-methylquinazolin-4-yl)cyclopropyl)benzamide